5-benzyl-2-(4-fluorophenyl)-3-(3-fluoropyridin-4-yl)-4,5,6,7-tetrahydropyrazolo[1,5-a]pyrazine C(C1=CC=CC=C1)N1CC=2N(CC1)N=C(C2C2=C(C=NC=C2)F)C2=CC=C(C=C2)F